(+/-)-isopropyl (1S,3S)-3-((6-(3-chloro-5-(((cyclopentyl(methyl)carbamoyl) oxy)methyl)-1-methyl-1H-pyrazol-4-yl)-2-methylpyridin-3-yl)oxy)cyclohexane-1-carboxylate ClC1=NN(C(=C1C1=CC=C(C(=N1)C)O[C@@H]1C[C@H](CCC1)C(=O)OC(C)C)COC(N(C)C1CCCC1)=O)C |r|